N-(2-(4-(benzyloxy)-5-methyl-1H-indol-3-yl)ethyl)-N-isopropyl-propan-2-amine C(C1=CC=CC=C1)OC1=C2C(=CNC2=CC=C1C)CCN(C(C)C)C(C)C